FC=1C=CC(=C(C1)[C@H](C(=O)NC=1SC=CN1)N1C(C2=C(C(=CC=C2C1)C#CC=1C=NC=CC1)F)=O)O |r| (2RS)-2-(5-fluoro-2-hydroxy-phenyl)-2-[7-fluoro-1-oxo-6-[2-(3-pyridinyl)ethynyl]isoindolin-2-yl]-N-thiazol-2-yl-acetamide